NC1=CC=CC(=N1)S(=O)(=O)NC(=O)C=1C(=NC(=CC1)C1=CC(=CC(=C1)OCC(C)C)F)N1C(CC1)(C)C N-[(6-Amino-2-pyridyl)sulfonyl]-2-(2,2-dimethylazetidin-1-yl)-6-(3-fluoro-5-isobutoxyphenyl)pyridin-3-carboxamid